FC1=C(C=CC(=C1NC=1C=C2N=C(C=NC2=CC1C)OC)F)NS(=O)(=O)CCC N-(2,4-difluoro-3-(3-methoxy-7-methylquinoxalin-6-ylamino)phenyl)propane-1-sulfonamide